3-(3-isopropyl-5-(piperidin-4-yl)-1H-indol-2-yl)-1-methyl-1H-pyrrolo[2,3-b]pyridine C(C)(C)C1=C(NC2=CC=C(C=C12)C1CCNCC1)C1=CN(C2=NC=CC=C21)C